ClC1=NC(=CC2=C1N=CN=C2NCC(C)(C)C)N 8-Chloro-N4-neopentylpyrido[3,4-d]pyrimidine-4,6-diamine